CS(=O)(=O)[O-].C(C)[NH+]1CCC(CC1)C 1-Ethyl-4-methylpiperidinium methansulfonat